4-(3,3-difluoro-1-methylcyclobutanecarbonyl)piperazin FC1(CC(C1)(C(=O)N1CCNCC1)C)F